N[C@H]1CC=CC[C@@H]1C1=C(C2=NC(=CC(=C2S1)NC\C=C\C)Cl)C 2-((1S,6S)-6-aminocyclohex-3-en-1-yl)-N-((E)-but-2-en-1-yl)-5-chloro-3-methylthieno[3,2-b]pyridin-7-amine